(R)-5-((1-(3-Chloro-4-((3-fluoropyrrolidin-1-yl)methyl)phenyl)-1H-imidazol-4-yl)amino)pyrazine-2-carbonitrile ClC=1C=C(C=CC1CN1C[C@@H](CC1)F)N1C=NC(=C1)NC=1N=CC(=NC1)C#N